ClC1=C(C=CC(=C1)C)NC(=O)C1=CC(=CC=2NC(=NC21)COC)NC(=O)C2=C(C=CC=C2)C(F)(F)F N-(2-chloro-4-methylphenyl)-2-(methoxymethyl)-6-({[2-(trifluoromethyl)phenyl]carbonyl}amino)-1H-benzimidazole-4-carboxamide